ClC1=C(C=CC=C1)C1CC2(C1)N(C(N(C2=O)C2=CN=CC1=CC=CC=C21)=O)COC 2-(2-chlorophenyl)-7-(isoquinolin-4-yl)-5-(methoxymethyl)-5,7-diazaspiro[3.4]octane-6,8-dione